FC(OC1=NC(=CC=C1NC(=O)C1(CN(C1)CCC(=O)O)C1=C(C=CC=C1)C(C)C)C)F 3-(3-((2-(difluoromethoxy)-6-methylpyridin-3-yl)carbamoyl)-3-(2-isopropylphenyl)azetidin-1-yl)propanoic acid